BrC=1C=C(C=CC1)C1=CC(=CC(=C1)C1=CC=C(C=C1)Br)C1=CC(=CC=C1)Br 3,3''-dibromo-5'-(4-bromophenyl)-1,1':3',1''-terphenyl